N1CCC(CC1)C1=CC=C(C=N1)N1C(CCCC1=O)=O (6-(piperidin-4-yl)pyridin-3-yl)piperidine-2,6-dione